2-amino-9-((2r,3r,5s)-3-hydroxy-5-((S)-1-hydroxypropyl)tetrahydrofuran-2-yl)-7-((R)-2-hydroxypropyl)-7,9-dihydro-1H-purine-6,8-dione NC=1NC(C=2N(C(N(C2N1)[C@@H]1O[C@@H](C[C@H]1O)[C@H](CC)O)=O)C[C@@H](C)O)=O